FC(C(=O)O)(F)F.C1(=CC=CC=C1)C1=CN=C(N1)C1=NC=CC(=C1)C=1C=NC=C(C1)NC1CCOCC1 2'-(5-Phenyl-1H-imidazol-2-yl)-N-(tetrahydro-2H-pyran-4-yl)-3,4'-bipyridin-5-amine trifluoroacetate salt